ClC=1C(=NC(=NC1)N[C@@H]1[C@H](COCC1)O)C1=CC=C2CN(C(C2=C1)=O)CC(N1CC2=CC=CC=C2CC1)=O (trans)-6-(5-chloro-2-{[(3R,4S)-3-hydroxyoxacyclohex-4-yl]amino}pyrimidin-4-yl)-2-[2-oxo-2-(1,2,3,4-tetrahydroisoquinolin-2-yl)ethyl]-2,3-dihydro-1H-isoindol-1-one